1-(5-Bromo-4-methoxy-2-nitro-phenyl)ethanone BrC=1C(=CC(=C(C1)C(C)=O)[N+](=O)[O-])OC